(2-chloro-5-cyclopropylnaphthalen-1-yl)-4-fluorobenzamide ClC1=C(C2=CC=CC(=C2C=C1)C1CC1)C1=C(C(=O)N)C=CC(=C1)F